di-undecyl sebacate C(CCCCCCCCC(=O)OCCCCCCCCCCC)(=O)OCCCCCCCCCCC